ClC=1C=C(C(=NC1)OC)S(=O)(=O)NC1=C(C(=C(C=C1)F)C=1C=CC=2N(C1)C=NC2C2=NN=CN2)F 5-Chloro-N-[2,4-difluoro-3-[1-(4H-1,2,4-triazol-3-yl)imidazo[1,5-a]pyridin-6-yl]phenyl]-2-methoxypyridine-3-sulfonamide